F[C@H]1CN(CC[C@@H]1NC1=NN2C(C(=N1)OC)=C(C=C2)C=2C=CC1=C(N(N=N1)C[C@@H](C)F)C2)C2COC2 N-((3S,4S)-3-fluoro-1-(oxetan-3-yl)piperidin-4-yl)-5-(1-((R)-2-fluoropropyl)-1H-benzo[d][1,2,3]triazol-6-yl)-4-methoxypyrrolo[2,1-f][1,2,4]triazin-2-amine